2-((1-methyl-d3)piperidin-4-yl)-5-((1S,5R)-5-(trifluoromethyl)-3-azabicyclo[3.1.0]hexane-1-yl)-1,3,4-oxadiazole C(N1CCC(CC1)C=1OC(=NN1)[C@@]12CNC[C@]2(C1)C(F)(F)F)([2H])([2H])[2H]